NC=1C2=C(N=CN1)N(C=C2C2=C(C=C(C=C2)NC(C(C2=C(C=CC=C2)C(F)(F)F)O)=O)C)C N-(4-(4-amino-7-methyl-7H-pyrrolo[2,3-d]pyrimidin-5-yl)-3-methylphenyl)-2-hydroxy-2-(2-(trifluoromethyl)phenyl)acetamide